Cl.Cl.NCC1=CC=C(C=C1)C=1N(N=C2C1N=CN(C2=O)CC2(CCN(CC2)CC2=C(C=C(C=C2)C=2OC=CN2)F)O)C 3-(4-(aminomethyl)phenyl)-6-((1-(2-fluoro-4-(oxazol-2-yl)benzyl)-4-hydroxypiperidin-4-yl)methyl)-2-methyl-2,6-dihydro-7H-pyrazolo[4,3-d]pyrimidin-7-one dihydrochloride